(4,5-dimethoxy-2-pyridyl)hydrazine COC1=CC(=NC=C1OC)NN